3-((2-aminoethyl)imino)-N,5-bis(4-chlorophenyl)-3,5-dihydrophenazine-2-amine hydrochloride Cl.NCCN=C1C(=CC2=NC3=CC=CC=C3N(C2=C1)C1=CC=C(C=C1)Cl)NC1=CC=C(C=C1)Cl